9,9-dibenzoyl-fluorene 3-(2H-benzotriazol-2-yl)-4-hydroxyphenyl-methacrylate N=1N(N=C2C1C=CC=C2)C=2C=C(C=CC2O)OC(C(=C)C)=O.C(C2=CC=CC=C2)(=O)C2(C1=CC=CC=C1C=1C=CC=CC21)C(C2=CC=CC=C2)=O